4-bromo-5-(methoxymethylene)-1-(tetrahydro-2H-pyran-2-yl)-1,5,6,7-tetrahydrocyclopenta[f]indazole BrC1=C2C=NN(C2=CC2=C1C(CC2)=COC)C2OCCCC2